Cl.NC(C(=O)N1CCN(CC1)C(=O)NC1=NC(N(C=C1)C1=CCC(CC1)CN(CC)[C@@H]1CC[C@H](CC1)N)=O)(C)C trans-4-(2-Amino-2-methylpropanoyl)-N-(1-(4-(((4-aminocyclohexyl)(ethyl)amino)methyl)cyclohex-1-en-1-yl)-2-oxo-1,2-dihydropyrimidin-4-yl)piperazine-1-carboxamide hydrochloride salt